FC1CC(C1)NC1CCC(CC1)C1(OC2=C(O1)C=CC(=C2C)C(=O)NCC=2C(NC(=CC2SC)C)=O)C 2-(4-(((1s,3s)-3-fluorocyclobutyl)amino)cyclohexyl)-2,4-dimethyl-N-((6-methyl-4-(methylthio)-2-oxo-1,2-dihydropyridin-3-yl)methyl)benzo[d][1,3]dioxole-5-carboxamide